FC=1C=C(C=C(C1)C(C)C)[C@H]1CC2(CN(C2)C(=O)C2CC(C2)(C)O)CC1 |r| (rac)-(6-(3-fluoro-5-isopropylphenyl)-2-azaspiro[3.4]oct-2-yl)((1s,3s)-3-hydroxy-3-methylcyclobutyl)methanone